3-(3-(3-((4-fluoro-1,1-dioxido-2,3-dihydrobenzo[d]isothiazol-5-yl)amino)-1H-pyrazol-5-yl)cyclopentyl)-5,5-dimethylimidazolidine-2,4-dione FC1=C(C=CC2=C1CNS2(=O)=O)NC2=NNC(=C2)C2CC(CC2)N2C(NC(C2=O)(C)C)=O